NCC1=CC(=C(C(=C1)C)NC(=O)C1=CC2=C(OCCC3=C2SC=C3)C=C1C=1C(=NC(=CC1)N1CCOCC1)C(=O)O)C 3-(9-((4-(aminomethyl)-2,6-dimethylphenyl)carbamoyl)-4,5-dihydrobenzo[b]thieno[2,3-d]oxepin-8-yl)-6-morpholinopicolinic acid